N-(phenylmethyl)-2-pyridineacetamide C1(=CC=CC=C1)CNC(CC1=NC=CC=C1)=O